(±)-2-((5,5-Dimethyl-4,6-dioxaspiro[2.4]hept-7-yl)methoxy)pyridin-4-amine CC1(OC2(CC2)[C@H](O1)COC1=NC=CC(=C1)N)C |r|